O[C@H]1[C@@H](CCCC1)NC=1N=NC(=C(N1)C)C1=C(C=C(C=C1)OC)O 2-(3-{[(1R,2R)-2-hydroxycyclohexyl]amino}-5-methyl-1,2,4-triazin-6-yl)-5-methoxyphenol